4-(4-chloro-3-fluorophenyl)-3-fluoro-1-(3-(pyridin-4-yl)-1-((2-(trimethylsilyl)ethoxy)methyl)-1H-pyrazol-5-yl)piperidin-2-one ClC1=C(C=C(C=C1)C1C(C(N(CC1)C1=CC(=NN1COCC[Si](C)(C)C)C1=CC=NC=C1)=O)F)F